C(=O)(C1=C(C=CC=C1)N)C1=C(C=CC=C1)N carbonylbis(phenylene)diamine